(R)-tert-butyl 1-(2-oxo-2-(4-(trifluoromethoxy)phenylamino)ethyl)piperidin-3-ylcarbamate O=C(CN1C[C@@H](CCC1)NC(OC(C)(C)C)=O)NC1=CC=C(C=C1)OC(F)(F)F